N[S@@](=NC(CC1=C(C=C(C=C1C(C)C)C1=CC(=C(C=C1)Cl)Cl)C(C)C)=O)(=O)C=1SC(=CN1)C(C)(C)O (S)-N-(amino(5-(2-hydroxypropan-2-yl)thiazol-2-yl)(oxo)-λ6-sulfaneylidene)-2-(3',4'-dichloro-3,5-diisopropyl-[1,1'-biphenyl]-4-yl)acetamide